N-(4-chloro-3-cyano-1H-indol-7-yl)-5-fluoro-1-(2-hydroxy-2-methyl-propyl)pyrazole-4-sulfonamide ClC1=C2C(=CNC2=C(C=C1)NS(=O)(=O)C=1C=NN(C1F)CC(C)(C)O)C#N